C(C1=CC(=O)NC(=O)N1)(=O)O.C(C1=CC(=O)NC(=O)N1)(=O)O orotic acid orotate